F[P-](F)(F)(F)(F)F.CC=1NC=C[N+]1CCCCCCCC methyl-3-n-octylimidazolium hexafluorophosphate